8-chloro-N-[(3-fluoro-4-methoxy-phenyl)methyl]-7,9-dimethyl-pyrido[3',2':4,5]furo[3,2-d]pyrimidin-4-amine hydrochloride Cl.ClC1=C(C2=C(OC3=C2N=CN=C3NCC3=CC(=C(C=C3)OC)F)N=C1C)C